N-[[3-chloro-5-(2,7-dimethyl-4,5,6,7-tetrahydropyrazolo[3,4-c]pyridin-3-yl)phenyl]methyl]methanesulfonamide ClC=1C=C(C=C(C1)C=1N(N=C2C(NCCC21)C)C)CNS(=O)(=O)C